heptadecane-6,9-diol CCCCCC(CCC(CCCCCCCC)O)O